1-[2-fluoro-4-(trifluoromethyl)phenyl]-4-{2'-methoxy-[2,3'-bipyridin]-5-yl}-N-[(2S)-1-(methylamino)propan-2-yl]piperidine-4-carboxamide FC1=C(C=CC(=C1)C(F)(F)F)N1CCC(CC1)(C(=O)N[C@H](CNC)C)C=1C=CC(=NC1)C=1C(=NC=CC1)OC